potassium iodide salt [I-].[K+]